N-[4-(1,1-dioxo-1,4-thiazinan-4-carbonyl)-3-[3-(trifluoromethyl)piperidin-1-yl]phenyl]cyclopropanecarboxamide O=S1(CCN(CC1)C(=O)C1=C(C=C(C=C1)NC(=O)C1CC1)N1CC(CCC1)C(F)(F)F)=O